N-(5-(2,3-Dihydrobenzo[b][1,4]dioxine-6-carboxamido)-2-methylpyridin-3-yl)-2-((4-ethylpiperazin-1-yl)methyl)quinoline-6-carboxamide O1C2=C(OCC1)C=C(C=C2)C(=O)NC=2C=C(C(=NC2)C)NC(=O)C=2C=C1C=CC(=NC1=CC2)CN2CCN(CC2)CC